N1CCC2(CC1)CC1=CC=CC=C1[C@H]2N[S@](=O)C(C)(C)C (R)-N-[(3S)-1,3-dihydro-spiro[indene-2,4'-piperidine]-3-yl]2-methylpropane-2-sulfinamide